8-bromo-5-fluoroquinolin-4-ol BrC=1C=CC(=C2C(=CC=NC12)O)F